(1S,2R)-2-isopropylcyclopropane C(C)(C)C1CC1